ClC1=C(C=C(C(=C1)F)C1=NC=NC2=CC(=CC=C12)N1CCOCC1)C(C1=CC=C(N=N1)OCCC#N)O 3-(6-{[2-Chloro-4-fluoro-5-(7-morpholin-4-yl-quinazolin-4-yl)-phenyl]hydroxy-methyl}pyridazin-3-yl-oxy)propionitrile